C[C@@]1(CCCC=2N1C(N(N2)CC2=NC1=C(N2C)C=CC=C1)=O)C(=O)OCC(O)(CO)C(CCCCCCCCCCCCCCCCC)=O |r| monostearoyl-glycerol Methyl-(5RS)-2-[(1-methyl-1H-benzimidazol-2-yl)methyl]-3-oxo-2,3,5,6,7,8-hexahydro[1,2,4]triazolo[4,3-a]pyridine-5-carboxylate